ClC1=CC=C(C(=O)N2CC3(C2)CC(C3)NC(=O)NCC3=CC=C(C=C3)OC)C=C1 1-(2-(4-chlorobenzoyl)-2-azaspiro[3.3]heptan-6-yl)-3-(4-methoxybenzyl)urea